2-chloro-N-phenyl-5H,6H,7H-cyclopenta[d]pyrimidin-4-amine ClC=1N=C(C2=C(N1)CCC2)NC2=CC=CC=C2